(3R,5S)-5-methylpiperidine-3-ylcarbamic acid tert-butyl ester C(C)(C)(C)OC(N[C@H]1CNC[C@H](C1)C)=O